COC1=CC(=CC=2CCOC21)C2=NOC(=C2)C2=CC(=CC=C2)C 3-(7-methoxy-2,3-dihydrobenzofuran-5-yl)-5-(3-methylphenyl)isoxazole